(2-(3-(2-fluorophenyl)tetrahydrofuran-3-yl)thiazol-4-yl)methanol FC1=C(C=CC=C1)C1(COCC1)C=1SC=C(N1)CO